N-(2-(((S)-3-(3,4-Dihydroisoquinolin-2(1H)-yl)-2-hydroxypropyl)carbamoyl)-5,6,7,8-tetrahydroimidazo[1,2-a]pyridin-6-yl)thiazole-5-carboxamide C1N(CCC2=CC=CC=C12)C[C@H](CNC(=O)C=1N=C2N(CC(CC2)NC(=O)C2=CN=CS2)C1)O